CO[Si](CC[Si](O[Si](O[Si](C)(C)CC[Si](OC)(OC)OC)(C)CC[Si](OC)(OC)OC)(C)C)(OC)OC 1,3,5-Tri{2-(trimethoxysilyl)ethyl}-1,1,3,5,5-pentamethyltrisiloxane